1-(quinolin-7-yl)ethan-1-ol N1=CC=CC2=CC=C(C=C12)C(C)O